OC[C@H](C1=CC=CC=C1)NC1=CC(=NC=C1C=1OC(=NN1)C(C)(C)O)NC=1C=C2C(N(C(C2=CC1)=O)C)(C)C (S)-5-((4-((2-hydroxy-1-phenylethyl)amino)-5-(5-(2-hydroxypropan-2-yl)-1,3,4-oxadiazol-2-yl)pyridin-2-yl)amino)-2,3,3-trimethylisoindolin-1-one